(R)-4-(2-(1H-pyrrolo[2,3-c]pyridin-4-yl)-7-(1,3,5-trimethyl-1H-pyrazol-4-yl)thieno[3,2-d]pyrimidin-4-yl)-3-methylmorpholine N1C=CC=2C1=CN=CC2C=2N=C(C1=C(N2)C(=CS1)C=1C(=NN(C1C)C)C)N1[C@@H](COCC1)C